CN(CCCC(=O)N(CCCCCO)C(CCCCCCC(=O)OC)CCCCCCCCCC)C methyl 8-[4-(dimethylamino)-N-(5-hydroxypentyl)butanamido]octadecanoate